FC(C1=NC(=NO1)C=1C=C2CC[C@H](C2=CC1)NC(C(C)(C)O)=O)F (R)-N-(5-(5-(difluoromethyl)-1,2,4-oxadiazol-3-yl)-2,3-dihydro-1H-inden-1-yl)-2-hydroxy-2-methylpropanamide